chloro-dihydroxyacetophenone ClC(C(=O)C1=CC=CC=C1)(O)O